5-bromo-N-[3-chloro-2-(4,4-dimethyl-1-piperidyl)phenyl]thiophene-2-sulfonamide BrC1=CC=C(S1)S(=O)(=O)NC1=C(C(=CC=C1)Cl)N1CCC(CC1)(C)C